C1(CC1)C1CN(CCO1)C=1N=C(C2=C(N1)C(N(C2)C(C)C)=O)NC2=CC=C(C=C2)C(C)C 2-(2-cyclopropylmorpholin-4-yl)-6-(propan-2-yl)-4-{[4-(propan-2-yl)phenyl]amino}-5,6-dihydro-7H-pyrrolo[3,4-d]pyrimidin-7-one